CN(C(OCC)=O)C1=CC=C(C=C1)C1=NC=C(C=C1)C(NCC=1C=NC=CC1)=O ethyl N-methyl-N-[4-[5-(3-pyridylmethyl-carbamoyl)-2-pyridyl]phenyl]carbamate